FC=1C=C(C=CC1)[C@@H]1CC[C@H]2OC3(C(N21)=O)CCN(CC3)C3=CC=C(C=2N3N=CN2)C(=O)N 5-[(5'S,7a'R)-5'-(3-fluorophenyl)-3'-oxotetrahydro-1H,3'H-spiro[piperidine-4,2'-pyrrolo[2,1-b][1,3]oxazol]-1-yl][1,2,4]triazolo[1,5-a]pyridine-8-carboxamide